N-(4-tert-butyl-5-(1H-1,2,4-triazol-1-yl)thiazol-2-yl)-4-acetoxy-3-methoxybenzamide C(C)(C)(C)C=1N=C(SC1N1N=CN=C1)NC(C1=CC(=C(C=C1)OC(C)=O)OC)=O